C1(CC1)\C(\C)=N/NC(C1=CC(=CC=C1)C)=O (Z)-N'-(1-cyclopropylethylidene)-3-methylbenzohydrazide